1H-benzo[d]imidazol-2-amine disulfate S(=O)(=O)(O)OS(=O)(=O)O.N1C(=NC2=C1C=CC=C2)N